O[C@@H](CONC(C1=C(C=CC=C1)N[C@H](C)C=1C=C(C=C2C(C(=C(OC12)C1=CC=CC=C1)C)=O)C)=O)CO N-[(2R)-2,3-Dihydroxypropoxy]-2-[[(1R)-1-(3,6-dimethyl-4-oxo-2-phenyl-chromen-8-yl)ethyl]amino]benzamide